C(C)(C)(C)OC(=O)N1CCN(CC1)C1=C2C(=NC=C1)C(=NN2COC)C(=O)OCC Ethyl 7-[4-(tert-butoxycarbonyl)piperazin-1-yl]-1-(methoxymethyl)-1H-pyrazolo[4,3-b]pyridine-3-carboxylate